2-((2-mercaptopropyl)thio)-3-((2-mercaptopropyl)thio)propane-1-thiol SC(CSC(CS)CSCC(C)S)C